N=1C=CN2C1C=CC(=C2)COC2CC1(C(N3C(O1)CC[C@H]3C3=NC=CN=C3)=O)C2 (5'S)-3-[(imidazo[1,2-a]pyridin-6-yl)methoxy]-5'-(pyrazin-2-yl)tetrahydro-3'H-spiro[cyclobutane-1,2'-pyrrolo[2,1-b][1,3]oxazol]-3'-one